[F-].C(C)[Al+]CCC ethylpropylaluminum fluoride